(S)-ethyl 3-((4-((2-amino-4-(1-hydroxyhexan-3-ylamino)-6-methylpyrimidin-5-yl)methyl)-3-methoxybenzyl) (2,2-difluoroethyl)amino)propanoate NC1=NC(=C(C(=N1)N[C@H](CCO)CCC)CC1=C(C=C(CN(CCC(=O)OCC)CC(F)F)C=C1)OC)C